C1(CC1)C1=CC=CC(=N1)N1N(C(=C(C1=O)NC(C1=CC=C(C=C1)OC(F)(F)F)=O)C1=C(C=C(C=C1F)OC)F)C N-[2-(6-cyclopropylpyridin-2-yl)-5-(2,6-difluoro-4-methoxyphenyl)-1-methyl-3-oxo-2,3-dihydro-1H-pyrazol-4-yl]-4-(trifluoromethoxy)benzamide